N,N-diethyl-N-propyl-N-(2-ethoxyethyl)ammonium propyl-carbonate salt C(CC)OC([O-])=O.C(C)[N+](CCOCC)(CCC)CC